COC(C(C)C1=CC=C(C=C1)COCC=C(C)C)OC 4-(((3-methyl-2-buten-1-yl)oxy)methyl)phenylpropionaldehyde dimethyl acetal